ethyl 4-((tert-butoxycarbonyl)amino)-2-((7-chlorothieno[3,2-b]pyridin-2-yl)methyl)-3-hydroxybutanoate C(C)(C)(C)OC(=O)NCC(C(C(=O)OCC)CC1=CC2=NC=CC(=C2S1)Cl)O